5-(4-(4-cinnamoyloxybutoxy)-3-chlorophenyl)-2-(5-methoxy-3-pyridyl)-1,3,4-oxadiazole-5-thiol C(C=CC1=CC=CC=C1)(=O)OCCCCOC1=C(C=C(C=C1)C1(N=NC(O1)C=1C=NC=C(C1)OC)S)Cl